tert-butyl 6-(1-methoxy-3-methyl-1-oxobutan-2-yl)-3,4-dihydro-1,5-naphthyridine-1(2H)-carboxylate COC(C(C(C)C)C=1N=C2CCCN(C2=CC1)C(=O)OC(C)(C)C)=O